COC1=CC=C(C=C1)C(=CN(C1=CC=2C3(C4=CC(=CC=C4C2C=C1)N(C=C(C1=CC=C(C=C1)OC)C1=CC=C(C=C1)OC)C=C(C1=CC=C(C=C1)OC)C1=CC=C(C=C1)OC)C1=CC(=CC=C1C=1C=CC(=CC13)N(C=C(C1=CC=C(C=C1)OC)C1=CC=C(C=C1)OC)C=C(C1=CC=C(C=C1)OC)C1=CC=C(C=C1)OC)N(C=C(C1=CC=C(C=C1)OC)C1=CC=C(C=C1)OC)C=C(C1=CC=C(C=C1)OC)C1=CC=C(C=C1)OC)C=C(C1=CC=C(C=C1)OC)C1=CC=C(C=C1)OC)C1=CC=C(C=C1)OC N2,N2,N2',N2',N7,N7,N7',N7'-octakis[2,2-bis(4-methoxyphenyl)vinyl]-9,9'-spirobi[fluorene]-2,2',7,7'-tetraamine